1-(4-(4-(methoxymethyl)-[3,4'-bipyridyl]-5-yl)phenyl)pyrrolidin-2-one COCC1=C(C=NC=C1C1=CC=C(C=C1)N1C(CCC1)=O)C1=CC=NC=C1